3-{4-[cis-3-(trifluoromethoxy)cyclobutyl]-1H-1,2,3-triazol-1-yl}bicyclo[1.1.1]pentan-1-amine FC(O[C@H]1C[C@H](C1)C=1N=NN(C1)C12CC(C1)(C2)N)(F)F